C1(CC1)N1C(N(C2=NC(=NC=C12)NC=1C(=C(C(=O)N)C=C(C1)C)F)C1CCOCC1)=O ((7-cyclopropyl-8-oxo-9-(tetrahydro-2H-pyran-4-yl)-8,9-dihydro-7H-purin-2-yl)amino)-2-fluoro-5-methylbenzamide